ClC=1C=C2C3=C(NC2=CC1)[C@@H](N(CC3)C3=NC(=NC(=N3)N3CCOCC3)C(F)(F)F)CC3CCCC3 (1S)-6-chloro-1-(cyclopentylmethyl)-2-[4-(morpholin-4-yl)-6-(trifluoromethyl)-1,3,5-triazin-2-yl]-2,3,4,9-tetrahydro-1H-pyrido[3,4-b]indole